ethyl-vanillyl-propylene glycol C(C)C(C(C)O)(CC1=CC(OC)=C(O)C=C1)O